CN1C(=NN=C1)CC1(CC(C1)C#N)C1=CC(=CC=C1)N1C(C2=CC(=CC(=C2C1)C(F)(F)F)CN1C[C@H](OCC1)C(F)(F)F)=O (1S,3r)-3-((4-methyl-4H-1,2,4-triazol-3-yl)methyl)-3-(3-(1-oxo-4-(trifluoromethyl)-6-(((S)-2-(trifluoromethyl)morpholino)methyl)isoindolin-2-yl)phenyl)cyclobutane-1-carbonitrile